FC(C=1C=CC(=C2NC(C=3N(C12)C(=NN3)C)(C)C)F)F 9-(difluoromethyl)-6-fluoro-1,4,4-trimethyl-4,5-dihydro-[1,2,4]triazolo[4,3-a]quinoxaline